Ethyl-Benzoic Acid C(C)C1=C(C(=O)O)C=CC=C1